N-((adamantan-1-yl)carbamoyl)-4-(tert-butyl)benzamide butyl-(4-(2-(2,2,2-trifluoroethoxy)pyridin-4-yl)tetrahydro-2H-pyran-4-yl)carbamate C(CCC)N(C(O)=O)C1(CCOCC1)C1=CC(=NC=C1)OCC(F)(F)F.C12(CC3CC(CC(C1)C3)C2)NC(=O)NC(C2=CC=C(C=C2)C(C)(C)C)=O